3,5-bis(tertiary butyl)-4-hydroxyphenylacetyl chloride C(C)(C)(C)C=1C=C(C=C(C1O)C(C)(C)C)CC(=O)Cl